N-phenyl-N-(4-[methyl(2-phenylethyl)amino]butan-2-yl)propanamide C1(=CC=CC=C1)N(C(CC)=O)C(C)CCN(CCC1=CC=CC=C1)C